1,2-pentylene glycol C(C(CCC)O)O